zirconium tetra(methylethylamine) CNCC.CNCC.CNCC.CNCC.[Zr]